4-(6-nitropyridin-3-yl)piperazin-2-one ethyl-1-[(5-{3-azabicyclo[3.1.0]hex-3-yl}pyridin-2-yl)methyl]-1H-imidazole-4-carboxylate C(C)OC(=O)C=1N=CN(C1)CC1=NC=C(C=C1)N1CC2CC2C1.[N+](=O)([O-])C1=CC=C(C=N1)N1CC(NCC1)=O